O=C1N(CC2=CC(=CC=C12)C1CN(C1)CC1=CC(=CC=C1)S(=O)(=O)N1CCC(CC1)NC1=NC=C(C=N1)C(F)(F)F)C1C(NC(CC1)=O)=O 3-(1-oxo-5-(1-(3-((4-((5-(trifluoromethyl)-pyrimidin-2-yl)amino)piperidin-1-yl)sulfonyl)benzyl)azetidin-3-yl)isoindolin-2-yl)piperidine-2,6-dione